tert-butyl 3-((dimethylamino) methylene)-4-oxopyrrolidine-1-carboxylate CN(C)C=C1CN(CC1=O)C(=O)OC(C)(C)C